6-(2-methylpyridin-4-yl)indolin-2-one CC1=NC=CC(=C1)C1=CC=C2CC(NC2=C1)=O